(6R,8S)-N-(5-chloro-6-(2H-1,2,3-triazol-2-yl)pyridin-3-yl)-8-(1-cyclopropyl-1H-pyrazol-3-yl)-2-fluoro-8-methyl-7,8-dihydro-6H-cyclopenta[e]pyrazolo[1,5-a]pyrimidine-6-carboxamide ClC=1C=C(C=NC1N1N=CC=N1)NC(=O)[C@@H]1C[C@](C2=C1C=NC=1N2N=C(C1)F)(C)C1=NN(C=C1)C1CC1